2-(4-(6-((tert-butoxycarbonyl)amino)hexanamido)piperidin-1-yl)thiazole-4-carboxylic acid C(C)(C)(C)OC(=O)NCCCCCC(=O)NC1CCN(CC1)C=1SC=C(N1)C(=O)O